CC=1C=C(C=CC1C)N\C(=N/C=1SC(=NN1)C)\N1C(SC(=N1)C)C1=CC=C(C=C1)C(F)(F)F (E)-N-(3,4-dimethylphenyl)-5-methyl-N'-(5-methyl-1,3,4-thiadiazol-2-yl)-2-(4-(trifluoromethyl)phenyl)-1,3,4-thiadiazole-3(2H)-carboximidamide